2-(4-(5-amino-1-(1-(but-2-ynyl)pyrrolidin-3-yl)imidazo[1,5-c]pyrimidin-3-yl)-2-chlorophenoxy)isonicotinic acid NC1=NC=CC=2N1C(=NC2C2CN(CC2)CC#CC)C2=CC(=C(OC=1C=C(C(=O)O)C=CN1)C=C2)Cl